C(#N)C=1C=C(C(=O)N[C@H]2C[C@H](CCC2)NC2=CC(=NC3=CC=C(C=C23)C)C(F)(F)F)C=CC1 3-cyano-N-[(1R,3S)-3-{[6-methyl-2-(trifluoromethyl)quinolin-4-yl]amino}cyclohexyl]benzamide